C(C)OC(=O)C=1C(C=C2N([C@H]3[C@@H](C=4C=C(C(=CC24)OC)OCCCOC)COC3(C)C)C1)=O (3aS,12bR)-10-methoxy-11-(3-methoxypropoxy)-3,3-dimethyl-7-oxo-3,3a,7,12b-tetrahydro-1H-furo[3,4-c]pyrido[2,1-a]isoquinoline-6-carboxylic acid ethyl ester